C(C)[C@H](C(=O)OCC=1C(=C(C=CC1)[C@H](C)C=1N=CN(C1)C(=O)OC(C)(C)C)C)[C@@H](CC1=CN=CN1C)COC(C(C)(C)C)=O tert-butyl 4-((S)-1-(3-((((2S,3r)-2-ethyl-4-(1-methyl-1H-imidazol-5-yl)-3-((pivaloyloxy) methyl) butanoyl)-oxy) methyl)-2-methylphenyl) ethyl)-1H-imidazole-1-carboxylate